C(C)N1C[C@H](CCC1)NC1=NN=C(C2=CC=CC=C12)C1=C(C=C(C=C1)S(=O)(=O)C)O 2-[4-[[(3S)-1-ethyl-3-piperidyl]amino]phthalazin-1-yl]-5-methylsulfonyl-phenol